FC=1C=C2C(CCOC2=C(C1O[C@H](C1=CC=C(C(=O)N)C=C1)C1=CC=C(C=C1)S(=O)(=O)C)C)=O (R)-4-(((6-fluoro-8-methyl-4-oxochroman-7-yl)oxy)(4-(methylsulfonyl)phenyl)methyl)benzamide